FC(C1(CC1)CNC=1N=CC(=NC1)C1CN(C1)C(=O)OC(C)(C)C)(F)F tert-butyl 3-[5-[[1-(trifluoromethyl)cyclopropyl]methylamino]pyrazin-2-yl]azetidine-1-carboxylate